tert-butyl 7,8-dihydro-4H-pyrazolo[1,5-a][1,4]diazepine-5(6H)-carboxylate N1=CC=C2N1CCCN(C2)C(=O)OC(C)(C)C